2-methylsulfanyl-10-(2-phenylindol-3-yl)-10H-phenothiazine CSC1=CC=2N(C3=CC=CC=C3SC2C=C1)C1=C(NC2=CC=CC=C12)C1=CC=CC=C1